S1C(=CC=C1)SCC1=COC2=C1C=CC=C2 3-((Thiophen-2-ylsulfanyl)methyl)benzofuran